C1=C(C=CC2=CC=CC=C12)C=1C2=CC=CC=C2C(=C2C=CC(=CC12)C=1C=C(C=CC1)P(CC(C)(C)C)(CC(C)(C)C)=O)C1=CC2=CC=CC=C2C=C1 (3-(9,10-Bis(naphthalen-2-yl)anthracen-2-yl)phenyl)dineopentylphosphine oxide